(1S,5R)-3-ethylbicyclo[3.2.0]hept-3-en-6-ol C(C)C=1C[C@H]2CC([C@H]2C1)O